(4-(1-(cyclopropanecarbonyl)indol-5-yl)-5-methylthiazol-2-yl)-2-(3-(2-(2-(2,6-dioxopiperidin-3-yl)-1,3-dioxoisoindol-4-ylamino)ethoxy)-4-fluorophenyl)acetamide C1(CC1)C(=O)N1C=CC2=CC(=CC=C12)C=1N=C(SC1C)C(C(=O)N)C1=CC(=C(C=C1)F)OCCNC1=C2C(N(C(C2=CC=C1)=O)C1C(NC(CC1)=O)=O)=O